ClC=1C=C(C=C(C1)C(F)(F)F)C1=C(N(N=C1C(F)(F)F)C1=NN(C=C1)C)N(C(C)=O)C N-[4-[3-chloro-5-(trifluoromethyl)phenyl]-2-(1-methylpyrazol-3-yl)-5-(trifluoromethyl)pyrazol-3-yl]-N-methyl-acetamide